bromo-2-methoxy-1,2,3,4,4a,9a-hexahydro-9H-fluoren-9-one BrC1C(CCC2C3=CC=CC=C3C(C12)=O)OC